methyl cis-2-(((cis-4-(4-methoxyphenyl)cyclohexyl)oxy)-methyl)-3-((methylsulfonyl)amino)piperidine-1-carboxylate COC1=CC=C(C=C1)[C@H]1CC[C@H](CC1)OC[C@@H]1N(CCC[C@@H]1NS(=O)(=O)C)C(=O)OC